1-oxo-5-[2-(trimethylsilyl)ethynyl]-3H-isoindol-2-ylpiperidine-2,6-dione O=C1N(CC2=CC(=CC=C12)C#C[Si](C)(C)C)N1C(CCCC1=O)=O